C(C)N(S(=O)(=O)C1=CN=C2N1N=CC=C2)[C@@H](C(F)(F)F)C2=CC=C(C=C2)F (R)-N-ethyl-N-(2,2,2-trifluoro-1-(4-fluorophenyl)ethyl)imidazo[1,2-b]pyridazine-3-sulfonamide